C(#C)C1=C2C(=CC(=CC2=CC=C1F)O)C1=C(C=2N=C(N=C(C2C=N1)N1CCOC[C@@H](C1)C)OC[C@]12CCCN2C[C@@H](C1)F)F 5-ethynyl-6-fluoro-4-(8-fluoro-2-(((2R,7aS)-2-fluorotetrahydro-1H-pyrrolizin-7a(5H)-yl)methoxy)-4-((R)-6-methyl-1,4-oxazepan-4-yl)pyrido[4,3-d]pyrimidin-7-yl)naphthalen-2-ol